6-((7-nitrobenzo[c][1,2,5]oxadiazol-4-yl)amino)hexanoyl chloride [N+](=O)([O-])C1=CC=C(C=2C1=NON2)NCCCCCC(=O)Cl